((6-methoxypyridin-3-yl)oxy)-1H-1,2,3-triazole-4-carboxylic acid COC1=CC=C(C=N1)ON1N=NC(=C1)C(=O)O